OC=1C(=CC=2N(C(C(=C(N2)C)C2=COC=3C=C(C(=C(C3C2=O)C(=O)O)O)O)=O)C1)O 3-(7,8-dihydroxy-2-methyl-4-oxo-4H-pyrido[1,2-a]pyrimidin-3-yl)-6,7-dihydroxy-4-oxo-4H-chromene-5-carboxylic acid